Butyl 4-(6-Aminopyridin-3-yl)piperazine-1-carboxylate NC1=CC=C(C=N1)N1CCN(CC1)C(=O)OCCCC